N,N-Dimethylbenzylamin CN(C)CC1=CC=CC=C1